Tributyl(6,8-dihydro-5H-imidazo[2,1-c][1,4]oxazin-3-yl)stannane C(CCC)[Sn](C1=CN=C2COCCN21)(CCCC)CCCC